C(C)(C)C=1C=NC=CC1O 3-isopropylpyridin-4-ol